(S)-2,2-dimethylchroman-4-amine CC1(OC2=CC=CC=C2[C@H](C1)N)C